C1(=CC=CC=C1)C1=C2C(=NC(=N1)N)NN=C2 4-phenyl-1H-pyrazolo[3,4-d]Pyrimidin-6-amine